FC=1C(=CC(=NC1)C#N)I 5-fluoro-4-iodo-pyridine-2-carbonitrile